CN1N=C2C(=C1)COC=1C(=CC=CC12)NC(OC(C)(C)C)=O tert-butyl (2-methyl-2,4-dihydrochromeno[4,3-c]pyrazol-6-yl)carbamate